C(C)(C)(C)[S@](=O)N[C@H](CC1=CC=CC=C1)C1=CC(=CS1)C(NO)=N 5-((R)-1-(((S)-tert-butylsulfinyl)amino)-2-phenylethyl)-N-hydroxythiophene-3-carboximidamide